tert-butyl (2-aminopyridin-3-yl)-(methyl)-carbamate NC1=NC=CC=C1N(C(OC(C)(C)C)=O)C